FC1(CC(CC1)NC1=NC(=NC=C1[N+](=O)[O-])OC)F N-(3,3-difluorocyclopentyl)-2-methoxy-5-nitropyrimidin-4-amine